C(C)C1=CC=NC=C1.OC(C)S(=O)(=O)O hydroxyethanesulfonic acid 4-ethylpyridine salt